2-Ethyl-5-(3-ethylpiperazin-1-yl)-2,3-dihydro-1,4-benzodioxine C(C)C1COC2=C(O1)C=CC=C2N2CC(NCC2)CC